N-((S)-4,4,4-Trifluoro-3,3-dimethyl-1-(6-((S*)-1-(4,4,4-trifluorobutanamido)ethyl)-1H-benzo[d]imidazol-2-yl)butyl)-1-(3,3,3-trifluoropropyl)-1H-pyrazole-5-carboxamide FC(C(C[C@@H](C1=NC2=C(N1)C=C(C=C2)[C@H](C)NC(CCC(F)(F)F)=O)NC(=O)C2=CC=NN2CCC(F)(F)F)(C)C)(F)F |o1:14|